FC=1C=C(N2N=C(N=CC21)N[C@H]2[C@@H](COCC2)O)C2=NC=C(C=C2)C(C(F)(F)F)C (3S,4R)-4-((5-fluoro-7-(5-(1,1,1-trifluoropropan-2-yl)pyridin-2-yl)pyrrolo[2,1-f][1,2,4]triazin-2-yl)amino)tetrahydro-2H-pyran-3-ol